(±)-N-(3-Bromo-2-fluorophenyl)-7-[(morpholin-4-yl)methyl]-7,8-dihydro[1,4]dioxino[2,3-g]quinazolin-4-amine BrC=1C(=C(C=CC1)NC1=NC=NC2=CC3=C(C=C12)O[C@@H](CO3)CN3CCOCC3)F |r|